C(CCC(=O)OC1=C(C(=CC(=C1)C)C)C(C)(CC=O)C)(=O)OC(COC(CCCCCCCCCCCCCCC)=O)COC(CCCCCCCCCCCCCCC)=O 1,3-Bis(palmitoyloxy)propan-2-yl (3,5-dimethyl-2-(2-methyl-4-oxobutan-2-yl)phenyl) succinate